CN1N=C(C=C1C)NC1=NC=C(C(=N1)C1=CNC2=C(C=CC=C12)NC(CN1C[C@H](CC1)OC1=NC(=NC=C1)NC(C)C)=O)C (S)-N-(3-(2-((1,5-dimethyl-1H-pyrazol-3-yl)amino)-5-methylpyrimidin-4-yl)-1H-indol-7-yl)-2-(3-((2-(isopropylamino)pyrimidin-4-yl)oxy)pyrrolidin-1-yl)acetamide